C(C)N1C(=NC=2C1=NC(=CC2)C(=O)NC[C@@H](C)O)C(C2=CC=CC=C2)(C2=CC=CC=C2)O (R)-3-Ethyl-2-(hydroxydiphenylmethyl)-N-(2-hydroxypropyl)-3H-imidazo[4,5-b]pyridine-5-carboxamide